Aspartyl-Valine N[C@@H](CC(=O)O)C(=O)N[C@@H](C(C)C)C(=O)O